BrCC=1C=C(O[C@@H](C(=O)OC)CC)C=CC1Cl (R)-Methyl 2-(3-(bromomethyl)-4-chlorophenoxy)butanoate